OC1CCC(CC1)C=1C=C2C(=NC1)NC(N2C2CCN(CC2)C(=O)C2=C(C=C(C=C2)OC(F)(F)F)NC(OC(C)(C)C)=O)=O tert-butyl N-[2-[4-[6-(4-hydroxycyclohexyl)-2-oxo-3H-imidazo[4,5-b]pyridin-1-yl]piperidine-1-carbonyl]-5-(trifluoromethoxy)phenyl]carbamate